C(C)(C)(C)OC(=O)N1CC2(C1)CCN(CC2)C2=C(C=C(C=N2)NCCC(=O)O)F 3-[[6-(2-tert-butoxycarbonyl-2,7-diazaspiro[3.5]nonan-7-yl)-5-fluoro-3-pyridyl]amino]propanoic acid